COC1=NC=NC(=C1C(=O)NC=1SC2=C(N1)C1(CCS(CC1)=O)OC=1C=C(C=CC12)C(F)(F)F)OC 4,6-dimethoxy-N-(1'-oxido-7-(trifluoromethyl)-2',3',5',6'-tetrahydrospiro[chromeno[3,4-d]thiazole-4,4'-thiopyran]-2-yl)pyrimidine-5-carboxamide